C[Si](C#CC#CCN1CCOCC1)(C)C 4-(5-(Trimethylsilyl)penta-2,4-diyn-1-yl)morpholine